C(CCCCCCCCCCCCCCC)O[C@H]1[C@@H](O[C@@H]([C@H]1O)CO)N1C(NC(C=C1)=O)=O 1-((2R,3R,4R,5R)-3-(hexadecyloxy)-4-hydroxy-5-(hydroxymethyl)tetrahydrofuran-2-yl)pyrimidine-2,4(1H,3H)-dione